C(C)SC(C(=O)O)CC 2-(ETHYLSULFANYL)BUTANOIC ACID